ClC1=CC=C(C=C1)C=1C=C2C(=NC1)NN=C2SC=2C(=C(C=CC2F)NS(=O)(=O)CCC)F N-(3-((5-(4-chlorophenyl)-1H-pyrazolo[3,4-b]pyridin-3-yl)thio)-2,4-difluorophenyl)propane-1-sulfonamide